7-(phenylamino)quinazolin-4(3H)-one C1(=CC=CC=C1)NC1=CC=C2C(NC=NC2=C1)=O